3-Fluoro-3-(4-trifluoromethoxy-benzoyl)-azetidine-1-carboxylic acid FC1(CN(C1)C(=O)O)C(C1=CC=C(C=C1)OC(F)(F)F)=O